5-(2,5-dichloropyrimidin-4-yl)-1-((2-(trimethylsilyl)ethoxy)methyl)-1H-benzo[d]imidazole ClC1=NC=C(C(=N1)C1=CC2=C(N(C=N2)COCC[Si](C)(C)C)C=C1)Cl